FC1(C(C1)C1=CNC=2N=CC=C(C21)NCC2=NC(=CC=C2)N2C[C@H](N[C@H](C2)C)C)F 3-(2,2-difluorocyclopropyl)-N-((6-((3R,5S)-3,5-dimethylpiperazin-1-yl)pyridin-2-yl)methyl)-1H-pyrrolo[2,3-b]pyridin-4-amine